8-((3,5-Diaminophenyl)sulfonyl)-3-hydroxyquinazoline-2,4(1H,3H)-dione NC=1C=C(C=C(C1)N)S(=O)(=O)C=1C=CC=C2C(N(C(NC12)=O)O)=O